8-PRENYLGENISTEIN C(C=C(C)C)C1=C(C=C(C=2C(C(=COC12)C1=CC=C(O)C=C1)=O)O)O